ClC=1C=CC2=C(SCC(N2CC(=O)NC2=NN=C(N2)C2=NC=CC=C2)=O)C1 2-(7-CHLORO-3-OXO-2H-BENZO[B][1,4]THIAZIN-4(3H)-YL)-N-(5-(PYRIDIN-2-YL)-4H-1,2,4-TRIAZOL-3-YL)ACETAMIDE